C1(CC1)C=1C=C(C(=NC1)N1CCN(CC1)C(=O)C1=CC(=C(C=C1)C1(C(NC(N1)=O)=O)C(C)C)OC)C 5-{4-[4-(5-cyclopropyl-3-methylpyridin-2-yl)piperazine-1-carbonyl]-2-methoxyphenyl}-5-isopropylimidazolidine-2,4-dione